calcium quinolate C1=CC=C2C(=C1)C=CC(=N2)C(=O)[O-].C1=CC=C2C(=C1)C=CC(=N2)C(=O)[O-].[Ca+2]